C(#N)C=1C=C2CC[C@@H](C2=CC1)N (S)-5-cyano-2,3-dihydro-1H-inden-1-amine